N-(4-(4,4,5,5-tetramethyl-1,3,2-dioxaborolan-2-yl)pyridin-2-yl)acetamide CC1(OB(OC1(C)C)C1=CC(=NC=C1)NC(C)=O)C